4-(3-((2-((2-(difluoromethyl)-4-(4-methylpiperazin-1-yl)phenyl)amino)-5-(trifluoromethyl)pyrimidin-4-yl)amino)propyl)-1,4-oxazepan-5-one FC(C1=C(C=CC(=C1)N1CCN(CC1)C)NC1=NC=C(C(=N1)NCCCN1CCOCCC1=O)C(F)(F)F)F